C(C=CC)(=O)O n-butenoic acid